C(#N)C1(CCN(CC1)C(=O)NC=1SC(=C(N1)C1=CC(=CC=C1)C#N)C1=C(C(=NC(=C1)C)C)F)C 4-cyano-N-[4-(3-cyanophenyl)-5-(3-fluoro-2,6-dimethyl-4-pyridinyl)thiazol-2-yl]-4-methyl-piperidine-1-carboxamide